7-(1-acryloylazetidin-3-yl)-2-(4-phenoxyphenyl)-1H-imidazo[1,2-b]Pyrazole-3-carboxamide C(C=C)(=O)N1CC(C1)C1=C2N(N=C1)C(=C(N2)C2=CC=C(C=C2)OC2=CC=CC=C2)C(=O)N